BrC=1C=C2C(=CC(=NC2=CC1F)NCC1=CC=C(C=C1)OC)CO[Si](C)(C)C(C)(C)C 6-bromo-4-(((tert-butyldimethylsilyl)oxy)methyl)-7-fluoro-N-(4-methoxybenzyl)quinolin-2-amine